3-(dimethylamino)-2-(4-chlorophenyl)prop-2-enal CN(C=C(C=O)C1=CC=C(C=C1)Cl)C